N,N'-bis-salicyloyl-oxalic acid dihydrazide C(C=1C(O)=CC=CC1)(=O)N(NC(C=1C(O)=CC=CC1)=O)C(C(=O)NN)=O